(5-(9-ethyl-6-(3-methylmorpholino)-8-(pyridin-4-yl)-9H-purin-2-yl)-2-methoxyphenyl)methanol C(C)N1C2=NC(=NC(=C2N=C1C1=CC=NC=C1)N1C(COCC1)C)C=1C=CC(=C(C1)CO)OC